N-({7-methoxyimidazo[1,2-a]pyridin-2-yl}methyl)-4-oxo-4H-pyrido[1,2-a]pyrimidine-2-carboxamide COC1=CC=2N(C=C1)C=C(N2)CNC(=O)C=2N=C1N(C(C2)=O)C=CC=C1